FC(C(=O)O)(C(F)(F)F)OC(F)(F)F Perfluoro-2-(perfluoromethoxy)propanoic acid